FC1=C(C(=O)O)C(=C(C(=C1F)C(=O)O)F)F 2,3,5,6-tetrafluoro-terephthalic acid